8-chloro-6-methyl-3-((2-(trimethylsilyl)ethoxy)methyl)pyrido[3,4-d]pyrimidin-4(3H)-one ClC1=NC(=CC2=C1N=CN(C2=O)COCC[Si](C)(C)C)C